1-(6-(Aminomethyl)-1H-indol-2-yl)-N-(cyclobutylmethyl)methane-d2-amine NCC1=CC=C2C=C(NC2=C1)C(NCC1CCC1)([2H])[2H]